(1R,3R,5R)-N-((R)-(4-chloro-2,5-difluorophenyl)(cyclopropyl)methyl)-2-(((3S)-1-(methylsulfonyl)-3-piperidinyl)carbonyl)-2-azabicyclo[3.1.0]hexane-3-carboxamide ClC1=CC(=C(C=C1F)[C@H](NC(=O)[C@@H]1N([C@@H]2C[C@@H]2C1)C(=O)[C@@H]1CN(CCC1)S(=O)(=O)C)C1CC1)F